[2-[(2,4-dimethoxyphenyl) methyl]-1,3-dioxo-6,6a-dihydro-3aH-cyclopenta[C]pyrrol-5-yl] trifluoromethanesulfonate FC(S(=O)(=O)OC1=CC2C(C(N(C2=O)CC2=C(C=C(C=C2)OC)OC)=O)C1)(F)F